(2R,3S,4S)-4-hydroxy-2-(4-(thiazol-5-yl)benzyl)pyrrolidin-3-yl (2-((R)-tetrahydrofuran-3-yl)ethyl)carbamate O1C[C@@H](CC1)CCNC(O[C@H]1[C@H](NC[C@@H]1O)CC1=CC=C(C=C1)C1=CN=CS1)=O